(2-(5-(1-((6,7-dimethoxy-2-methylquinazolin-4-yl)amino)ethyl)selenophen-3-yl)benzyl)(methyl)carbamate COC=1C=C2C(=NC(=NC2=CC1OC)C)NC(C)C1=CC(=C[Se]1)C1=C(COC(NC)=O)C=CC=C1